naphthalene-2,6-diylbis(((2s,4r)-4-(tert-butoxy)-2-(3-(3-phenylpropyl)-1,2,4-oxadiazol-5-yl)pyrrolidin-1-yl)methanone) C1=C(C=CC2=CC(=CC=C12)C(=O)N1[C@@H](C[C@H](C1)OC(C)(C)C)C1=NC(=NO1)CCCC1=CC=CC=C1)C(=O)N1[C@@H](C[C@H](C1)OC(C)(C)C)C1=NC(=NO1)CCCC1=CC=CC=C1